2-(2-bromo-3-methylphenyl)-4,5-dihydroAzole BrC1=C(C=CC=C1C)C=1NCCC1